2,2-dimethylpropionyl iodide CC(C(=O)I)(C)C